ClC1=CC=C(C=C1)C1=NN(CC1)C(=N)N (4-chlorophenyl)-4,5-dihydro-1H-pyrazole-1-carboxamidine